3-(butylcarbamoyl)-2-chloro-1-dodecylpyridin-1-ium C(CCC)NC(=O)C=1C(=[N+](C=CC1)CCCCCCCCCCCC)Cl